6-methylbenzo[d]thiazole-2-carboxylic acid CC1=CC2=C(N=C(S2)C(=O)O)C=C1